N-(4-(N-acetylsulfamoyl)phenyl)-3-amino-6-(4-(hydroxymethyl)phenyl)pyrazine-2-carboxamide C(C)(=O)NS(=O)(=O)C1=CC=C(C=C1)NC(=O)C1=NC(=CN=C1N)C1=CC=C(C=C1)CO